CC=1N=CC2=C(N1)OC(C(=C2)C(C2=CC=CC=C2)NC)=O 2-methyl-6-((methylamino)(phenyl)methyl)-7H-pyrano[2,3-d]pyrimidin-7-one